N-(5-((1H-pyrazol-1-yl)methyl)-2,3-dihydro-[1,4]dioxino[2',3':5,6]benzo[1,2-d]isoxazol-9-yl)-2-methoxybenzenesulfonamide N1(N=CC=C1)CC1=CC2=C(C(=NO2)NS(=O)(=O)C2=C(C=CC=C2)OC)C2=C1OCCO2